CC1=C(C(=CC(=C1)C)C)N1C(N(CC1)C1=C(C=C(C=C1C)C)C)=C1C(C(=C(C=C1)P(C1=CC=CC=C1)(C1=CC=CC=C1)=CC1=CC=CC=C1)Cl)Cl [1,3-bis-(2,4,6-trimethylphenyl)-2-imidazolidinylidene]dichloro(phenylmethylene)(triphenylphosphine)